3,3'-dichloro-6,5'-diaminobiphenyl ClC=1C=C(C(=CC1)N)C1=CC(=CC(=C1)N)Cl